nona-2,5-diene-1-ol C(C=CCC=CCCC)O